1-(1-(fluoromethyl)cyclopropyl)-4-((5-phenyl-1,3,4-thiadiazol-2-yl)methyl)piperazine-2,3-dione FCC1(CC1)N1C(C(N(CC1)CC=1SC(=NN1)C1=CC=CC=C1)=O)=O